2-dodecoxy-6-(hydroxymethyl)tetrahydropyran-3,4,5-triol C(CCCCCCCCCCC)OC1OC(C(C(C1O)O)O)CO